Methyl 5-(2-aminoethylcarbamoyl)-2-(2-(4-fluorophenyl) butyrylamino)-4-methylthiophene-3-carboxylate NCCNC(=O)C1=C(C(=C(S1)NC(C(CC)C1=CC=C(C=C1)F)=O)C(=O)OC)C